3-(2-Boronoethyl)-2-hydroxy-6-[(1-L-prolylazetidin-3-yl)oxy]benzoic acid B(O)(O)CCC=1C(=C(C(=O)O)C(=CC1)OC1CN(C1)C([C@H]1NCCC1)=O)O